CC(C)(C)P(=S)(C(C)(C)C)CC1=NC(=CC(=C1)C1=CC(=CC(=C1)C(F)(F)F)C(F)(F)F)CP(=S)(C(C)(C)C)C(C)(C)C 2,6-bis[[bis(1,1-dimethylethyl)phosphinothioyl]methyl]-4-[3,5-bis(trifluoromethyl)phenyl]pyridine